pelargonyl-vanillyl-amine C(CCCCCCCC)(=O)NCC1=CC(OC)=C(O)C=C1